N-[(5-amino-1,6-dimethyl-pyrrolo[3,2-b]pyridin-2-yl)methyl]benzamide NC1=C(C=C2C(=N1)C=C(N2C)CNC(C2=CC=CC=C2)=O)C